Natrium pyrosulfat S(=O)(=O)([O-])OS(=O)(=O)[O-].[Na+].[Na+]